tert-butyl 3-(4-cyanobenzyl)-4-(4-methoxybenzyl)-5-oxo-5,6,7,9-tetrahydropyrazolo[1,5-a]pyrido[4,3-e]pyrimidine-8(4H)-carboxylate C(#N)C1=CC=C(CC=2C=NN3C2N(C(C2=C3CN(CC2)C(=O)OC(C)(C)C)=O)CC2=CC=C(C=C2)OC)C=C1